ethyl N-[{[2-({4-[N-(3-bromo-4-fluorophenyl)-N'-hydroxycarbamimidoyl]-1,2,5-oxadiazol-3-yl}sulfanyl)ethyl]amino} (ethyl)phosphoryl]glycinate BrC=1C=C(C=CC1F)NC(=NO)C=1C(=NON1)SCCNP(=O)(CC)NCC(=O)OCC